NCCCN1C(=NC2=C1C=CC(=C2)C(=O)N2C[C@@H](CCC2)NC(OC(C)(C)C)=O)C=2N(C1=CC=CC=C1C2)CC (R)-tert-butyl (1-(1-(3-aminopropyl)-2-(1-ethyl-1H-indol-2-yl)-1H-benzo[d]imidazole-5-carbonyl)piperidin-3-yl)carbamate